bis(4-(dimethylethoxysilyl)phenyl)dimethylsilane tert-Butyl-2-(6-(3-(1-hydroxyethyl)phenyl)-2-oxo-3-(phenethylamino)pyrazin-1(2H)-yl)acetate C(C)(C)(C)OC(CN1C(C(=NC=C1C1=CC(=CC=C1)C(C)O)NCCC1=CC=CC=C1)=O)=O.C[Si](C1=CC=C(C=C1)[Si](C)(C)C1=CC=C(C=C1)[Si](C)(C)OCC)(OCC)C